5-bromo-6-chloro-7-fluoro-3-(hydroxyimino)-1,3-dihydro-2H-indole-2-one BrC=1C=C2C(C(NC2=C(C1Cl)F)=O)=NO